CC(CCN[C@@H](CC(N)=O)C(=O)O)(C)C N-(3,3-dimethylbutyl)-L-asparagine